ethyl 2-chloro-4-(spiro[2.5]octan-6-ylamino)pyrimidine-5-carboxylate ClC1=NC=C(C(=N1)NC1CCC2(CC2)CC1)C(=O)OCC